methyl 3-(4,4,5,5-tetramethyl-1,3,2-dioxaborolan-2-yl)-5-(tridecyloxy)benzoate CC1(OB(OC1(C)C)C=1C=C(C(=O)OC)C=C(C1)OCCCCCCCCCCCCC)C